C(#N)C=1C(=CC(=NC1)NC(=O)N1C2CC(C3=CC(=C(N=C13)C=O)CN1C(COCC1)=O)C2)NCCOC N-(5-cyano-4-((2-methoxyethyl)amino)pyridin-2-yl)-7-formyl-6-((3-oxomorpholinyl)methyl)-3,4-dihydro-2,4-methylene-1,8-naphthyridine-1(2H)-carboxamide